BrC1=CC=C(C(=N1)NC(=O)C1NCC(C1)F)CC N-(6-bromo-3-ethylpyridin-2-yl)-4-fluoropyrrolidine-2-carboxamide